3-(methacryloxy)propyl-dimethylchlorosilane C(C(=C)C)(=O)OCCC[Si](Cl)(C)C